1-butyl-2-trifluoromethyl-3-(3-sulfopropyl)benzimidazole C(CCC)N1C(N(C2=C1C=CC=C2)CCCS(=O)(=O)O)C(F)(F)F